5-(4-methoxyphenyl)-2-(((2-(4-(morpholine-4-carbonyl)piperazin-1-yl)ethyl)amino)-methylene)cyclohexane-1,3-dione COC1=CC=C(C=C1)C1CC(C(C(C1)=O)=CNCCN1CCN(CC1)C(=O)N1CCOCC1)=O